N[C@@H]1[C@@H](OCC12CCN(CC2)C=2N=NC(=CN2)SC=2C(=C1C(N(C=NC1=CC2)CCOC)=O)Cl)C 6-((3-((3S,4S)-4-amino-3-methyl-2-oxa-8-azaspiro[4.5]decan-8-yl)-1,2,4-triazine-6-yl)thio)-5-chloro-3-(2-methoxyethyl)quinazolin-4(3H)-one